N-(5-chloro-6-(2H-1,2,3-triazol-2-yl)pyridin-3-yl)-1-(7-cyanopyrazolo[1,5-a]pyridin-4-yl)-5-(trifluoromethyl)-1H-pyrazole-4-carboxamide ClC=1C=C(C=NC1N1N=CC=N1)NC(=O)C=1C=NN(C1C(F)(F)F)C=1C=2N(C(=CC1)C#N)N=CC2